NC1(CC1)CNC1=NC(=C2C(=N1)N(N=C2)C)NCC2=CC(=C(C=C2)F)Cl 6-N-[(1-Aminocyclopropyl)methyl]-4-N-[(3-chloro-4-fluorophenyl)methyl]-1-methylpyrazolo[3,4-d]pyrimidine-4,6-diamine